5-(chloromethyl)-3-((trans)-3-(4-chlorophenyl)cyclobutyl)-1,3,4-oxadiazol-2(3H)-one ClCC1=NN(C(O1)=O)[C@@H]1C[C@H](C1)C1=CC=C(C=C1)Cl